ClC=1N=C(N(C1)C(=O)NCCCC(F)(F)F)OC1CCN(CC1)C chloro-2-((1-methylpiperidin-4-yl)oxy)-N-(4,4,4-trifluorobutyl)-1H-imidazole-1-carboxamide